(4-methyl-2-phenylpiperazin-1-yl)-[4-(5-methyl-4H-1,2,4-triazol-3-yl)-2-pyrrolidin-1-ylphenyl]methanone CN1CC(N(CC1)C(=O)C1=C(C=C(C=C1)C1=NN=C(N1)C)N1CCCC1)C1=CC=CC=C1